5-(4-chlorophenyl)-7-[(2-phenyl-1H-imidazol-5-yl)methyl]-7H-pyrrolo[2,3-d]pyrimidin-4-amine ClC1=CC=C(C=C1)C1=CN(C=2N=CN=C(C21)N)CC2=CN=C(N2)C2=CC=CC=C2